3-bromo-9-(4-((2-(difluoromethyl)morpholin-4-yl)carbonyl)phenyl)-2-(trifluoromethyl)-4H-pyrido[1,2-a]pyrimidin-4-one BrC1=C(N=C2N(C1=O)C=CC=C2C2=CC=C(C=C2)C(=O)N2CC(OCC2)C(F)F)C(F)(F)F